C(C)(=O)NC(C(=O)OC)CC(=O)C1=C(C=CC=C1)NC(C)=O methyl 2-acetamido-4-(2-acetamidophenyl)-4-oxobutanoate